dipiperidinyl-dimethoxysilane N1(CCCCC1)[Si](OC)(OC)N1CCCCC1